(5-(3-chlorobenzyl)thiazol-2-yl)-1-methyl-6-oxo-1,4,5,6-tetrahydropyridazine-3-carboxamide ClC=1C=C(CC2=CN=C(S2)C2C(=NN(C(C2)=O)C)C(=O)N)C=CC1